ClC1=C(C=CC(=C1)Cl)N(C(=O)C=1N=CC=2N(C1)C=CN2)C N-(2,4-dichlorophenyl)-N-methyl-imidazo[1,2-a]pyrazine-6-carboxamide